3-((1-(4-(trifluoromethyl)phenyl)-1H-indazol-3-yl)methyl)oxazolidin-2-one FC(C1=CC=C(C=C1)N1N=C(C2=CC=CC=C12)CN1C(OCC1)=O)(F)F